N'-(oxybismethylene)bismaleimide O(CC=1C(=O)NC(C1)=O)CC=1C(=O)NC(C1)=O